16-Hydroxy-tricos-18-enoic acid OC(CCCCCCCCCCCCCCC(=O)O)CC=CCCCC